((7-(2-aminobenzo[d]oxazol-5-yl)quinoxalin-2-yl)amino)acetamide NC=1OC2=C(N1)C=C(C=C2)C2=CC=C1N=CC(=NC1=C2)NCC(=O)N